C(C)(=O)OC1=C(C=C(C(=O)Cl)C=C1Cl)Cl 4-acetoxy-3,5-dichlorobenzoyl chloride